1-(4-(6-chloro-7-(5-(difluoro-methyl)-2-fluorophenyl)-8-fluoro-quinazolin-4-yl)piperazin-1-yl)prop-2-en-1-one ClC=1C=C2C(=NC=NC2=C(C1C1=C(C=CC(=C1)C(F)F)F)F)N1CCN(CC1)C(C=C)=O